C(C1=CC=CC=C1)OC1=C2CC(N(CC2=C(C=C1OC)Br)C=1OC2=C(N1)C=CC(=C2)F)C(=O)O 5-(benzyloxy)-8-bromo-2-(6-fluorobenzo[d]oxazol-2-yl)-6-methoxy-1,2,3,4-tetra-hydroisoquinoline-3-carboxylic acid